ClC1=NC(=CC(=N1)NC1=NNC(=C1)C1CC1)C 2-chloro-N-(5-cyclopropyl-1H-pyrazol-3-yl)-6-methylpyrimidin-4-amine